ferrocene dichloride palladium(II) [Pd+2].[Cl-].[Cl-].[CH-]1C=CC=C1.[CH-]1C=CC=C1.[Fe+2]